ClC1=NC=C2C(=N1)N(N=C2C)C2CCC2 6-chloro-1-cyclobutyl-3-methyl-1H-pyrazolo[3,4-d]pyrimidine